methyl 1,3,6-trimethyl-2-oxo-2,3-dihydro-1H-benzo[d]imidazole-5-carboxylate CN1C(N(C2=C1C=C(C(=C2)C(=O)OC)C)C)=O